methyl 5-(5-((2-fluorophenyl)ethynyl)-2,3-dihydro-1H-inden-1-yl)-5-azaspiro-[2.5]octane-8-carboxylate FC1=C(C=CC=C1)C#CC=1C=C2CCC(C2=CC1)N1CC2(CC2)C(CC1)C(=O)OC